(2-Chloro-3-methoxyphenyl)-[rac-(7R,9aR)-7-hydroxy-7-(trifluoromethyl)-3,4,6,8,9,9a-hexahydro-1H-pyrido[1,2-a]pyrazin-2-yl]methanone ClC1=C(C=CC=C1OC)C(=O)N1C[C@@H]2N(CC1)C[C@](CC2)(C(F)(F)F)O |r|